8-bromo-2-(3,4-dimethoxyphenyl)-5,6,7-trimethoxy-4H-benzopyran-4-one BrC1=C(C(=C(C=2C(C=C(OC21)C2=CC(=C(C=C2)OC)OC)=O)OC)OC)OC